COC(C(OC)C1=CC(=CC=C1)Br)=O.SC1=CC=C(C(=O)NN)C=C1 para-sulfanyl-benzoyl-hydrazine methyl-2-(3-bromophenyl)-2-methoxyacetate